1-(methylsulfonyl)piperidin-3-ol CS(=O)(=O)N1CC(CCC1)O